FC1=C(C=CC=C1)C=1C(=C(C=CC1)N=CN(C)C)S(=O)(=O)O N'-((2-fluorophenyl)sulfophenyl)-N,N-dimethyl-formimidamide